CN(C)[Si]1(N([SiH](N([SiH](N1C)C)C)C)C)C dimethylamino-1,2,3,4,5,6-hexamethylcyclotrisilazane